3-((2-((2-(difluoromethoxy)-4-(4-(4-isopropylpiperazin-1-yl)piperidin-1-yl)phenyl)amino)-5-(trifluoromethyl)pyrimidin-4-yl)-amino)thiophene-2-carboxamide FC(OC1=C(C=CC(=C1)N1CCC(CC1)N1CCN(CC1)C(C)C)NC1=NC=C(C(=N1)NC1=C(SC=C1)C(=O)N)C(F)(F)F)F